ClC=1C(=CC(=C(C(=O)NC2=CC(=NC=C2)[S@@](=O)(C)=NC(OC(C)(C)C)=O)C1)N1CCC(CC1)C(F)(F)F)C(F)(F)F tert-butyl (S)-((4-(5-chloro-4-(trifluoromethyl)-2-(4-(trifluoromethyl)piperidin-1-yl)benzamido)pyridin-2-yl)(methyl)(oxo)-λ6-sulfaneylidene)carbamate